FC1=C(C=C2C(C(NC2=C1)=O)=O)C 6-Fluoro-5-methylindoline-2,3-dione